ClCCCC(=O)NC=1C=NN(C1)C1=NC(=NC=C1C(F)(F)F)NC1=CC=C(C=C1)S(NC)(=O)=O 4-chloro-N-[1-[2-[4-(methylsulfamoyl)anilino]-5-(trifluoromethyl)pyrimidin-4-yl]pyrazol-4-yl]butanamide